N-[(6-Amino-2-pyridyl)sulfonyl]-6-(6-isobutoxy-2-methyl-3-pyridyl)-2-(2,2,4-trimethylpyrrolidin-1-yl)pyridin-3-carboxamid NC1=CC=CC(=N1)S(=O)(=O)NC(=O)C=1C(=NC(=CC1)C=1C(=NC(=CC1)OCC(C)C)C)N1C(CC(C1)C)(C)C